6-((4-(6-((4-chloro-2-fluorobenzyl)oxy)pyridin-2-yl)piperidin-1-yl)methyl)pyridin-3-amine ClC1=CC(=C(COC2=CC=CC(=N2)C2CCN(CC2)CC2=CC=C(C=N2)N)C=C1)F